ClC=1C(=NC=C(C1)F)C(C)NC(C1=CC(=CC(=C1)C=1SC(=CN1)C)OCC1CC1)=O N-[1-(3-chloro-5-fluoropyridin-2-yl)ethyl]-3-(cyclopropylmethoxy)-5-(5-methyl-1,3-thiazol-2-yl)benzamide